1,2,2,4-tetramethylcyclohexanecarboxylic acid CC1(C(CC(CC1)C)(C)C)C(=O)O